CNC(=O)C=1N=C(OC1)C=1C(=C2C(=NC1)NC=C2)NC2CC(C2)NS(=O)(=O)CCC N-methyl-2-(4-(((1s,3s)-3-(propylsulfonamido)cyclobutyl)amino)-1H-pyrrolo[2,3-b]pyridin-5-yl)oxazole-4-carboxamide